N-(2-oxo-1-(4-(trifluoromethyl)phenyl)indolin-3-yl)acetamide O=C1N(C2=CC=CC=C2C1NC(C)=O)C1=CC=C(C=C1)C(F)(F)F